FC1(CNC(N(C1)C1(CCOCC1)C=1C=CC2=C(N=C(O2)C(NC(=O)C2=CC=NN2C)C2CCC(CC2)(F)F)C1)=O)F N-((5-(4-(5,5-difluoro-2-oxotetrahydropyrimidin-1(2H)-yl)tetrahydro-2H-pyran-4-yl)benzo[d]oxazol-2-yl)(4,4-difluorocyclohexyl)methyl)-1-methyl-1H-pyrazole-5-carboxamide